CC1=CSC=2NC(N(C(C21)=O)CC2CCC2)=O 3-((5-methyl-2,4-dioxo-1,2-dihydrothieno[2,3-d]pyrimidine-3(4H)-yl)methyl)cyclobutane